(E)-3-(4-Aminophenyl)-1-(2-hydroxy-4,6-dimethoxyphenyl)prop-2-en-1-one NC1=CC=C(C=C1)/C=C/C(=O)C1=C(C=C(C=C1OC)OC)O